COC(=O)[C@@]1(C[C@H](CC1)NS(=O)(=O)C)COC1CCC(CC1)C1=NC(=CC=C1)OC.O=C1NCC2(CN(C2)C=2C=CC=NC2)C1 5-(7-oxo-2,6-diazaspiro[3.4]oct-2-yl)pyridin methyl-(1S,3S)-1-((((1s,4R)-4-(6-methoxypyridin-2-yl)cyclohexyl)oxy)methyl)-3-(methylsulfonamido)cyclopentane-1-carboxylate